C1(CC1)OC=1C=CC(=NC1)NC(=S)NC(OCC)=O ethyl N-[(5-cyclopropoxypyridin-2-yl)carbamothioyl]carbamate